FC(F)(F)C=1C(=NC=C(C1)N)N (trifluoromethyl)pyridine-2,5-diamine